4-(2-hydroxy-prop-2-yl)-N-((6-methyl-5-(pyrazolo[1,5-a]pyridin-5-yl)-2,3-dihydro-1H-inden-4-yl)carbamoyl)thiophene-2-sulfonamide OC(C)(C)C=1C=C(SC1)S(=O)(=O)NC(NC1=C2CCCC2=CC(=C1C1=CC=2N(C=C1)N=CC2)C)=O